IC=1N=C2SC(=NN2C1C)N1CCC2(CC1)[C@@H](C1=CC=CC=C1C2)NC(OC(C)(C)C)=O tert-butyl (S)-(1'-(6-iodo-5-methylimidazo[2,1-b][1,3,4]thiadiazol-2-yl)-1,3-dihydrospiro[indene-2,4'-piperidin]-1-yl)carbamate